S1C(=NC2=C1C=CC=C2)NC2=C(C=C(N=N2)N(C=2SC(=C(N2)C(=O)O)CCCOC2=C(C=C(C=C2)C#CCNC)F)CCCCC#C)C 2-[{6-[(1,3-benzothiazol-2-yl)amino]-5-methylpyridazin-3-yl}(hex-5-yn-1-yl)amino]-5-(3-{2-fluoro-4-[3-(methylamino)prop-1-yn-1-yl]phenoxy}propyl)-1,3-thiazole-4-carboxylic acid